dimethoxyDimethylsilane methyl-3-bromo-5-(5-methyl-1-((2-(trimethylsilyl)ethoxy)methyl)-1H-pyrazol-4-yl)thiophene-2-carboxylate COC(=O)C=1SC(=CC1Br)C=1C=NN(C1C)COCC[Si](C)(C)C.CO[Si](C)(C)OC